ClC1=C(C2=C(C(N3[C@@H](CO2)CN(CC3)C(=O)OC(C)(C)C)=O)C(=N1)OC[C@@H]1N(CCC1)C)Cl tert-Butyl (R)-3,4-dichloro-1-(((R)-1-methylpyrrolidin-2-yl)methoxy)-12-oxo-6a,7,9,10-tetrahydro-12H-pyrazino[2,1-c]pyrido[3,4-f][1,4]oxazepine-8(6H)-carboxylate